CC1=NC(=NO1)C=1C=C(C(=O)N[C@@H]2CN(CCC2)C(=O)OC(C)(C)C)C=CC1 tert-Butyl (3S)-3-[[3-(5-methyl-1,2,4-oxadiazol-3-yl)benzoyl]-amino]piperidine-1-carboxylate